6-(7-Fluoro-2-methyl-2H-indazol-5-yl)-N-[(3-exo)-8-methyl-8-azabicyclo[3.2.1]oct-3-yl][1,3]thiazolo[4,5-c]pyridin-2-amin FC1=CC(=CC2=CN(N=C12)C)C1=CC2=C(C=N1)N=C(S2)NC2CC1CCC(C2)N1C